iodomethylpentanoate ICOC(CCCC)=O